C(C)(C)N(CCC(C)N(C(C)C)C(C)C)C(C)C N,N,N',N'-tetraisopropyl-1,3-butylenediamine